COC(=O)C1=CC2=C(N(C(=N2)C=2N(C3=CC(=CC=C3C2)C(C)=O)C(=O)OC(C)(C)C)C)C(=C1)OC 2-(6-acetyl-1-(tert-butyloxycarbonyl)-1H-indol-2-yl)-7-methoxy-1-methyl-1H-benzo[d]Imidazole-5-carboxylic acid methyl ester